(2S)-3-hydroxy-2-{4-[(2-methylpentyl)oxy]phenyl}-N-[(1R)-1-(pyridin-2-yl)ethyl]acrylamide OC=C(C(=O)N[C@H](C)C1=NC=CC=C1)C1=CC=C(C=C1)OC[C@H](CCC)C